4-((8-methyl-2,3-dihydro-1H-pyrido[2,3-b][1,4]oxazin-7-yl)amino)-N-(4-(4-(oxetan-3-yl)piperazin-1-yl)phenyl)-2-oxo-1,2-dihydropyridine-3-carboxamide CC1=C(C=NC=2OCCNC21)NC2=C(C(NC=C2)=O)C(=O)NC2=CC=C(C=C2)N2CCN(CC2)C2COC2